tert-butyl 6-[8-(1,3-benzothiazol-2-ylcarbamoyl)-3,4-dihydro-1H-isoquinolin-2-yl]-3-[3-[3-[1-(2-ethoxy-2-oxo-ethyl)-4-methyl-4-piperidyl]propoxy]-2-methyl-phenyl]pyridine-2-carboxylate S1C(=NC2=C1C=CC=C2)NC(=O)C=2C=CC=C1CCN(CC21)C2=CC=C(C(=N2)C(=O)OC(C)(C)C)C2=C(C(=CC=C2)OCCCC2(CCN(CC2)CC(=O)OCC)C)C